NCCN1N=C(C2=CC=CC=C12)C(=O)NC=1C=C(C(=O)NC2=C(C=C(C=C2)F)CC(=O)O)C=CC1N1CCCCC1 (2-(3-(1-(2-aminoethyl)-1H-indazole-3-carboxamido)-4-(piperidin-1-yl)benzamido)-5-fluorophenyl)acetic acid